[2,7-difluoro-2-(hydroxymethyl)indan-5-yl]carbamate FC1(CC2=C(C=C(C=C2C1)NC([O-])=O)F)CO